ClC1=C(C=C(C=C1)F)C1C(CCCC1O)NC(C1=CC(=CC(=C1)C(F)(F)F)F)=O N-[2-(2-chloro-5-fluorophenyl)-3-hydroxycyclohexyl]-3-fluoro-5-(trifluoromethyl)benzamide